OCCCCCCCCCCCCOCCCCCCCCCCCCO hydroxylauryl ether